5-(4-bromophenyl)tetrazole BrC1=CC=C(C=C1)C1=NN=NN1